[N+](=O)([O-])C1=CC=C(C=C1)C1CN(CCS1(=O)=O)C(=O)OC(C)(C)C tert-butyl 2-(4-nitrophenyl)-1,1-dioxo-1lambda6-thiomorpholine-4-carboxylate